C(#N)N1C2CCC(C1)[C@H]2NC(C2=CC=C(C=C2)C=2C=NC=CC2SC2=CC=CC=C2)=O N-((7R)-2-Cyano-2-azabicyclo[2.2.1]heptan-7-yl)-4-(4-(phenylthio)pyridin-3-yl)benzamid